BrC1=CC=C(C=C1)C=1C(NC=C2C1N=C(N=C2)NCC(F)(F)F)=O 8-(4-bromophenyl)-2-((2,2,2-trifluoroethyl)amino)pyrido[4,3-d]pyrimidin-7(6H)-one